C(C(C)C)OC(=O)N1O[C@H](C(N2C1CN(C([C@@H]2C)=O)CCC(=O)O)=O)C(C)C 3-((3S,6S)-1-(isobutoxycarbonyl)-3-isopropyl-6-methyl-4,7-dioxohexahydropyrazino[2,1-c][1,2,4]oxadiazin-8(1H)-yl)propanoic acid